methyl 4-nitro-2-bromobenzoate [N+](=O)([O-])C1=CC(=C(C(=O)OC)C=C1)Br